NCC1=C(N(C2=CC=C(C=C12)F)C1CCN(CC1)[C@@H]1CC[C@@H](CC1)C(C)(C)C)CCO 2-(3-(aminomethyl)-1-(1-(cis-4-(tert-butyl)cyclohexyl)piperidin-4-yl)-5-fluoro-1H-indol-2-yl)ethan-1-ol